5-(2-fluorophenyl)-N-[(6S)-4-methyl-5-oxo-7,8-dihydro-6H-pyrazolo[1,5-a][1,3]diazepin-6-yl]-6,7-dihydro-5H-pyrrolo[1,2-b][1,2,4]triazole-2-carboxamide FC1=C(C=CC=C1)C1CCC=2N1N=C(N2)C(=O)N[C@@H]2C(N(C=1N(CC2)N=CC1)C)=O